C(C)[C@@H]1N(C[C@H](N(C1)C(C)C1=NC=2N(C=C1)N=C(C2)C)CC)C=2C=1C(N(C(N2)=O)C)=CNN1 7-((2S,5R)-2,5-diethyl-4-(1-(2-methylpyrazolo[1,5-a]pyrimidin-5-yl)ethyl)piperazin-1-yl)-4-methyl-2,4-dihydro-5H-pyrazolo[4,3-d]pyrimidin-5-one